tertbutyl (S)-8-((R)-2-oxo-4-phenyloxazolidine-3-carbonyl)-2,6-diazaspiro[3.4]octane-2-carboxylate O=C1OC[C@H](N1C(=O)[C@@H]1CNCC12CN(C2)C(=O)OC(C)(C)C)C2=CC=CC=C2